CC1C=CC=C1 5-methyl-1,3-cyclopentadiene